6-tert-Butyl-N-[[6-(dimethylamino)-2-pyridyl]sulfonyl]-2-(2,4,6-trimethylphenoxy)pyridin-3-carboxamid C(C)(C)(C)C1=CC=C(C(=N1)OC1=C(C=C(C=C1C)C)C)C(=O)NS(=O)(=O)C1=NC(=CC=C1)N(C)C